C(C)C1=NC2=C(C=C(C=C2NC1=O)CN1CCN(CC1)C=1C=CC(=NC1C)C(=O)NCC1COC1)F 5-(4-((2-ethyl-8-fluoro-3-oxo-3,4-dihydroquinoxalin-6-yl)methyl)piperazin-1-yl)-6-methyl-N-(oxetan-3-ylmethyl)picolinamide